Cl.N1CCC(CC1)NC=1C=2C=CC=NC2C(=CC1)OC(F)(F)F N-(piperidin-4-yl)-8-(trifluoromethoxy)quinolin-5-amine hydrochloride